ClC=1C=CC(=C2C=NN(C(C12)=O)C)I 8-chloro-5-iodo-2-methyl-phthalazin-1(2H)-one